2-(4-iodo-2,5-dimethoxy-phenyl)ethane-1-amine hydrochloride Cl.IC1=CC(=C(C=C1OC)CCN)OC